(2S,4R)-4-fluoro-N-[(S)-[6-fluoro-5-(propan-2-yl)pyridin-2-yl](phenyl)methyl]-1-[2-(5-methyl-2-oxo-2,3-dihydro-1,3,4-oxadiazol-3-yl)acetyl]pyrrolidine-2-carboxamide F[C@@H]1C[C@H](N(C1)C(CN1C(OC(=N1)C)=O)=O)C(=O)N[C@@H](C1=CC=CC=C1)C1=NC(=C(C=C1)C(C)C)F